4-(1-Phenylhexyl)benzene-1,3-diol C1(=CC=CC=C1)C(CCCCC)C1=C(C=C(C=C1)O)O